(E)-N-(3-(2-cyclopentylvinyl)-4-methoxyphenyl)methanesulfonamide C1(CCCC1)/C=C/C=1C=C(C=CC1OC)NS(=O)(=O)C